3,4-dimethyliodobenzene CC1=C(C=C(C=C1)I)C